methyl 4-amino-3-chloro-6-(3-fluoro-4-(trifluoromethyl) phenyl)-pyridine-2-carboxylate NC1=C(C(=NC(=C1)C1=CC(=C(C=C1)C(F)(F)F)F)C(=O)OC)Cl